(1S,2S)-N-(5-(5-chloro-7-(difluoromethyl)-6-fluoro-1H-indazol-4-yl)pyrazolo[1,5-a]pyridin-2-yl)-2-fluorocyclopropane-1-carboxamide ClC=1C(=C2C=NNC2=C(C1F)C(F)F)C1=CC=2N(C=C1)N=C(C2)NC(=O)[C@H]2[C@H](C2)F